C1(CC1)C1=C(O\C(\C(=O)OC)=C/OC)C=C(C=C1)N1N=C(C=C1)C methyl (Z)-2-[2-cyclopropyl-5-(3-methylpyrazol-1-yl)phenoxy]-3-methoxy-prop-2-enoate